(pentamethylcyclopentadienyl)(2-methylindenyl)zirconium dibromide [Br-].[Br-].CC1=C(C(=C(C1(C)[Zr+2]C1C(=CC2=CC=CC=C12)C)C)C)C